C(=O)C=1C=C(C=CC1O)C=1SC(=C(N1)C)C(=O)OCC ethyl 2-(3-formyl-4-hydroxyphenyl)-4-methyl-5-thiazolate